2-[1,3-dioxo-5-(trifluoromethyl)isoindolin-2-yl]-N,6-dimethyl-pyridine-4-carboxamide O=C1N(C(C2=CC(=CC=C12)C(F)(F)F)=O)C1=NC(=CC(=C1)C(=O)NC)C